pentyloxyacetophenone C(CCCC)OCC(=O)C1=CC=CC=C1